FC(C(=O)O)(F)F.FC(C(=O)O)(F)F.C(N)(=N)C1=CC=C(CNC([C@H](C)NC(=O)[C@@H]2NC[C@H](C2)CC2=CC(=C(C=C2)F)Cl)=O)C=C1 (2R,4S)-N-((S)-1-((4-carbamimidoylbenzyl)amino)-1-oxopropan-2-yl)-4-(3-chloro-4-fluorobenzyl)pyrrolidine-2-carboxamide bistrifluoroacetate